OCC(C)(C)NC1=NC(=C(C(=O)NC2=CC(=CC=C2)N2CCOCC2)C=C1)N1CCC2(CC2)CC1 6-((1-hydroxy-2-methylpropan-2-yl)amino)-N-(3-morpholinophenyl)-2-(6-azaspiro[2.5]octan-6-yl)nicotinamide